3-chloro-N-(3-chloro-1-(1-(methylsulfonyl)azepan-4-yl)-1H-pyrazol-4-yl)-1-ethyl-1H-pyrazolo[3,4-d]pyrimidin-6-amine ClC1=NN(C2=NC(=NC=C21)NC=2C(=NN(C2)C2CCN(CCC2)S(=O)(=O)C)Cl)CC